2-(4-methoxyphenyl)-4-(2-(thiophen-2-yl)-4H-chromen-4-ylidene)oxazol-5(4H)-one COC1=CC=C(C=C1)C=1OC(C(N1)=C1C=C(OC2=CC=CC=C12)C=1SC=CC1)=O